COC=1C=C(C=CC1C)B(O)O 3-METHOXY-4-METHYLPHENYLBORONIC ACID